4-(4,6-dimethoxypyridin-3-yl)benzoic acid COC1=C(C=NC(=C1)OC)C1=CC=C(C(=O)O)C=C1